2,2-difluoroiodoethylene FC(=CI)F